7,8-Dihydroxyphenazine-3-sulfonic acid OC=1C=C2N=C3C=C(C=CC3=NC2=CC1O)S(=O)(=O)O